(S)-2-(5-(8-(pyrrolidin-2-yl)isochroman-6-yl)-1H-pyrrolo[2,3-b]pyridin-3-yl)acetamide N1[C@@H](CCC1)C=1C=C(C=C2CCOCC12)C=1C=C2C(=NC1)NC=C2CC(=O)N